Ethyl 6-ethylpyrazolo[1,5-a]pyrimidine-3-carboxylate C(C)C=1C=NC=2N(C1)N=CC2C(=O)OCC